1-((7-oxo-2,3-diphenyl-6-(quinolin-6-yl)-4,7-dihydropyrazolo[1,5-a]pyrimidin-5-yl)methyl)urea O=C1C(=C(NC=2N1N=C(C2C2=CC=CC=C2)C2=CC=CC=C2)CNC(=O)N)C=2C=C1C=CC=NC1=CC2